C(CCCCCC(C)(C)C)(=O)[O-] neodecanoat